(2-fluoro-3-methoxy-phenyl)-N-isopropyl-N'-(2-trifluoromethyl-pyridin-4-yl)-[1,3,5]triazine-2,4-diamine FC1=C(C=CC=C1OC)C1=NC(=NC(=N1)NC(C)C)NC1=CC(=NC=C1)C(F)(F)F